ClC1=C(C(=CC=C1)Cl)N1C=2N(C3=C(C1=O)C=NC(=N3)NC3=CC=C(C=C3)N3C[C@@H](N([C@@H](C3)C)C)C)CCN2 6-(2,6-Dichlorophenyl)-2-((4-((3S,5R)-3,4,5-trimethylpiperazin-1-yl)phenyl)amino)-8,9-dihydroimidazo[1,2-a]pyrimido[5,4-e]pyrimidin-5(6H)-one